5-(1-(4-chlorobenzyl)piperidin-3-yl)-2-(4-methoxyphenyl)-2,4-dihydro-3H-1,2,4-triazol-3-one ClC1=CC=C(CN2CC(CCC2)C=2NC(N(N2)C2=CC=C(C=C2)OC)=O)C=C1